N-[7-chloro-6-(4-cyano-1-piperidyl)-3-isoquinolyl]-2-pyrimidin-5-yl-cyclopropanecarboxamide ClC1=C(C=C2C=C(N=CC2=C1)NC(=O)C1C(C1)C=1C=NC=NC1)N1CCC(CC1)C#N